CN1CCN(CC1)CCN1N=C(C=C1N)C(F)(F)F 2-[2-(4-methylpiperazin-1-yl)ethyl]-5-(trifluoromethyl)pyrazol-3-amine